(2R,3R,4S,5S)-4-(1-isopropyl-4-(trifluoromethyl)-1H-imidazol-2-yl)cubane-1-carboxylic acid methyl ester COC(=O)C12C3C4C5(C3C1C5C24)C=2N(C=C(N2)C(F)(F)F)C(C)C